ClC1=NC=CC(=N1)N1CC(C2=NC(=CC=C21)C)(C)C 1-(2-chloropyrimidin-4-yl)-3,3,5-trimethyl-2,3-Dihydro-1H-pyrrolo[3,2-b]pyridine